Methyl (Z)-3-(benzo[d][1,3]dioxol-5-ylchloromethylene)-2-oxoindoline-5-carboxylate O1COC2=C1C=CC(=C2)/C(=C\2/C(NC1=CC=C(C=C21)C(=O)OC)=O)/Cl